6-amino-9-[(3R,4R)-1'-(azetidin-3-yl)-3-fluoro-[1,4'-bipiperidin]-4-yl]-7-(4-phenoxyphenyl)purin-8-one NC1=C2N(C(N(C2=NC=N1)[C@H]1[C@@H](CN(CC1)C1CCN(CC1)C1CNC1)F)=O)C1=CC=C(C=C1)OC1=CC=CC=C1